D-alpha-ketoisovalerate O=C(C(=O)[O-])C(C)C